NC1=C2N=CN(C2=NC=N1)[C@@H]1O[C@@H]([C@H]([C@H]1O)O)CN(CCCCCN)CCCCCN (2R,3R,4S,5R)-2-(6-amino-9H-purin-9-yl)-5-((bis(5-aminopentyl)amino)methyl)tetrahydrofuran-3,4-diol